N1(CCCC1)P(N1CCCC1)N1CCCC1 tripyrrolidinyl-phosphine